7,8-difluoro-5H-pyrimido[5,4-b]indol-4-ol FC=1C(=CC=2C3=C(NC2C1)C(=NC=N3)O)F